COC1=C(C=CC(=C1)OC)CN(C1=NC=C(C(=N1)OC)C(C(F)F)=O)CC1=C(C=C(C=C1)OC)OC 1-[2-[bis[(2,4-dimethoxyphenyl)methyl]amino]-4-methoxy-pyrimidin-5-yl]-2,2-difluoro-ethanone